4-[5-(2-aminoethyl)pyrimidin-2-yl]-3-(2-methyl-5-piperidin-1-ylpyrazole-3-carbonyl)benzonitrile NCCC=1C=NC(=NC1)C1=C(C=C(C#N)C=C1)C(=O)C=1N(N=C(C1)N1CCCCC1)C